C(C)(C)(C)OC(C1=C(N=C(C=C1C1CC1)Cl)CCCCCO)=O 6-chloro-4-cyclopropyl-2-(5-hydroxypentyl)nicotinic acid tert-butyl ester